3-[5-({[4-(aminomethyl)phenyl]methyl}amino)-1-benzoyl-1H-pyrazol-3-yl]-1-(3-hydroxypyrrolidine-1-carbonyl)-4-methylpyrrolidine-2-carboxylic acid NCC1=CC=C(C=C1)CNC1=CC(=NN1C(C1=CC=CC=C1)=O)C1C(N(CC1C)C(=O)N1CC(CC1)O)C(=O)O